N-propyl-1,3,4-thiadiazol-2-amine C(CC)NC=1SC=NN1